tri(hydroxymethyl)nitromethane OCC([N+](=O)[O-])(CO)CO